C1(CCCCOC(O1)=O)C1CCCCCCC1 6,8-dioxabicyclooctane-7-one